4-bromo-5-chloro-6-fluoro-3-hydroxy-3-methyl-2-phenyl-2,3-dihydrobenzofuran-2-carbonitrile BrC1=C(C(=CC2=C1C(C(O2)(C#N)C2=CC=CC=C2)(C)O)F)Cl